N-(3-(carbamoyl)-4-fluorophenyl)-5-chloro-2-(4-fluoro-2-methylphenoxy)-4-(trifluoromethyl)benzamide C(N)(=O)C=1C=C(C=CC1F)NC(C1=C(C=C(C(=C1)Cl)C(F)(F)F)OC1=C(C=C(C=C1)F)C)=O